(2,4-dimethoxyphenyl)magnesium bromide COC1=C(C=CC(=C1)OC)[Mg]Br